4-((4-bromobenzyl)amino)-3-methoxy-5-nitrobenzoic acid ethyl ester C(C)OC(C1=CC(=C(C(=C1)[N+](=O)[O-])NCC1=CC=C(C=C1)Br)OC)=O